COC=1C=C(C#N)C=CC1[C@@H](C1=CC=NC=C1)OC1=CC=C2C(CCOC2=C1C)=O (R,S)-3-Methoxy-4-(((8-methyl-4-oxochroman-7-yl)oxy)(pyridin-4-yl)methyl)benzonitrile